2-isobutyl-2-pentyl-1,3-dimethoxypropane C(C(C)C)C(COC)(COC)CCCCC